C(CCCCCCCCCCCCCCC)(=O)[O-].[K+] potassium palmitat